5-[3-[1(S)-(2-Hydroxyethylamino)-2,3-dihydro-1H-inden-4-yl]-1,2,4-oxadiazol-5-yl]-2-isopropoxybenzonitrile OCCN[C@H]1CCC2=C(C=CC=C12)C1=NOC(=N1)C=1C=CC(=C(C#N)C1)OC(C)C